CC1N(C(CNC1)C)C=1C(=C2C(N(C(C2=C(C1F)F)=O)C1C(NC(CC1)=O)=O)=O)F 5-(2,6-dimethylpiperazin-1-yl)-2-(2,6-dioxopiperidin-3-yl)-4,6,7-trifluoroisoindoline-1,3-dione